2-(4-Nitrophenyl)-1,4-oxazepine [N+](=O)([O-])C1=CC=C(C=C1)C=1OC=CC=NC1